tert-butyl 4-((6-((5-(difluoromethoxy)-1H-pyrazol-3-yl)amino)pyrazin-2-yl)oxy)-3,5-dimethylpiperidine-1-carboxylate FC(OC1=CC(=NN1)NC1=CN=CC(=N1)OC1C(CN(CC1C)C(=O)OC(C)(C)C)C)F